NC1=C(C=C(C=C1CC)C1=CC(=CC(=C1)C1=CC(=C(C(=C1)CC)N)CC)C1=CC(=C(C(=C1)CC)N)CC)CC 1,3,5-tris(4-amino-3,5-diethylphenyl)benzene